N-(5-(3,5-difluorobenzyl)-1H-indazol-3-yl)-4-(4-ethynylpiperidin-1-yl)-2-((tetrahydro-2H-pyran-4-yl)amino)benzamide FC=1C=C(CC=2C=C3C(=NNC3=CC2)NC(C2=C(C=C(C=C2)N2CCC(CC2)C#C)NC2CCOCC2)=O)C=C(C1)F